1-[3-(2-{2-[2-(2-aminoethoxy)-ethoxy]-ethoxy}-ethoxy)-propionyl]pseudouridine triphosphate P(O)(=O)(OP(=O)(O)OP(=O)(O)O)OC[C@@H]1[C@H]([C@H]([C@@H](O1)C1=CN(C(=O)NC1=O)C(CCOCCOCCOCCOCCN)=O)O)O